FC1([C@H](C1)N1N=CC(=C1C)NC1=NC2=CC(=C(C=C2C=N1)C)[C@@H]1[C@H](CN(CC1)[C@H]1[C@H](COC1)O)F)F (S)-(3R,4R)-(3R,4R)-4-[4-(2-{[1-(2,2-difluorocyclopropyl)-5-methyl-1H-pyrazol-4-yl]amino}-6-methylquinazolin-7-yl)-3-fluoropiperidin-1-yl]oxolan-3-ol